OC=1N=C(C2=C(N1)C(=C(N=C2)C2=CC=CC1=CC=CC(=C21)C)C#N)O 2,4-dihydroxy-7-(8-methyl-1-naphthyl)pyrido[4,3-d]pyrimidine-8-carbonitrile